3-[[5-[5-(difluoromethyl)-1,3,4-oxadiazol-2-yl]-3-fluoro-2-pyridyl]methyl]-5-(2-methyl-3,4-dihydro-1H-isoquinolin-6-yl)-1,3,4-oxadiazol-2-thione FC(C1=NN=C(O1)C=1C=C(C(=NC1)CN1C(OC(=N1)C=1C=C2CCN(CC2=CC1)C)=S)F)F